(cyclopropanecarbonyl)-4-((1-(difluoromethyl)-1H-pyrazol-3-yl)oxy)pyrrolidin C1(CC1)C(=O)N1CCC(C1)OC1=NN(C=C1)C(F)F